N-(5-(cinnolin-4-yl)-4-methylpyridin-3-yl)-2-hydroxy-2-(1-benzylimidazol-2-yl)-2-phenylacetamide N1=NC=C(C2=CC=CC=C12)C=1C(=C(C=NC1)NC(C(C1=CC=CC=C1)(C=1N(C=CN1)CC1=CC=CC=C1)O)=O)C